(S)-5-{4-[4-(5-cyclopropyl-3-methylpyridin-2-yl)piperazine-1-carbonyl]phenyl}-5-ethylimidazolidine-2,4-dione C1(CC1)C=1C=C(C(=NC1)N1CCN(CC1)C(=O)C1=CC=C(C=C1)[C@]1(C(NC(N1)=O)=O)CC)C